(R)-mevalonic acid C(C[C@@](O)(C)CCO)(=O)O